3-(bis(1-methyl-1H-indazol-4-yl)methyl)pyridin-2-ol CN1N=CC2=C(C=CC=C12)C(C=1C(=NC=CC1)O)C1=C2C=NN(C2=CC=C1)C